(ethyl-d5)phenyl-bipyridine C(C([2H])([2H])[2H])([2H])([2H])C1=C(C(=NC=C1)C1=NC=CC=C1)C1=CC=CC=C1